NC1=CC=C(C=C1)C1=CC(=C2C=CC3=C(C=C(C4=CC=C1C2=C34)C3=CC=C(C=C3)N)C3=CC=C(C=C3)N)C3=CC=C(C=C3)N 1,3,6,8-tetra-(p-aminophenyl)-pyrene